FC1=C(C(=CC=C1F)OC(C)C)CO (2,3-difluoro-6-isopropoxyphenyl)methanol